N[C@@H]1[C@@H](N(CC12CC2)C(=O)OC(C)(C)C)CC=2C=C(C=CC2)C2=C(C=CC=C2)OCCN(C)C(=O)OC(C)(C)C tert-butyl (6S,7S)-7-amino-6-((2'-(2-((tert-butoxycarbonyl)(methyl)amino)ethoxy)-[1,1'-biphenyl]-3-yl)methyl)-5-azaspiro[2.4]heptane-5-carboxylate